NC1=C(C=C(C(=C1)F)C)C(CCl)=O 1-(2-amino-4-fluoro-5-methylphenyl)-2-chloroethane-1-one